ClC1=C(C=CC(=N1)C#N)N1CCN(CC1)CC1=CC=2NC(N(C(C2S1)=O)CC)=O 6-chloro-5-(4-((3-ethyl-2,4-dioxo-1,2,3,4-tetrahydrothieno[3,2-d]pyrimidin-6-yl)methyl)piperazin-1-yl)picolinonitrile